[N+]1(=CC=[N+](C2=CC=CC=C12)[O-])[O-] quinoxaline 1,4-dioxide